FC1=C2NC(C(=NC2=CC=C1CN1CCN(CC1)CC1CCN(CC1)C1=CC=C(C=C1)N1C(NC(C1(C)C)=O)=S)C)=O 3-(4-(4-((4-((5-fluoro-2-methyl-3-oxo-3,4-dihydroquinoxalin-6-yl)methyl)piperazin-1-yl)methyl)piperidin-1-yl)phenyl)-4,4-dimethyl-5-oxo-2-thioxoimidazolidin